1-(4-Hydroxyphenyl)-3-(6-methoxynaphthalen-2-yl)prop-2-en-1-one OC1=CC=C(C=C1)C(C=CC1=CC2=CC=C(C=C2C=C1)OC)=O